1-ethoxybutan-2-ol C(C)OCC(CC)O